2,5-Dimethylchroman-4-one CC1OC2=CC=CC(=C2C(C1)=O)C